BrC1=CC=C(CN2C(=NC3=C2NC(CN3)C=3C2=C(C(N(C3)C)=O)NC=C2)C)C=C1 4-(1-(4-bromobenzyl)-2-methyl-1H-imidazo[4,5-b]piperazin-6-yl)-6-methyl-1H-pyrrolo[2,3-c]pyridin-7(6H)-one